6-difluoromethoxy-1-(4-fluorophenyl)-2-oxo-1,2-dihydropyridine-3-carboxylic acid methyl ester COC(=O)C=1C(N(C(=CC1)OC(F)F)C1=CC=C(C=C1)F)=O